CC1=C(C=O)C=C(C(=C1)C=O)C 2,5-dimethyl-terephthalaldehyde